6-(4-fluoro-2-methylphenyl)pyridine FC1=CC(=C(C=C1)C1=CC=CC=N1)C